17-(oxetan-3-yl)heptadecanamide O1CC(C1)CCCCCCCCCCCCCCCCC(=O)N